[Si](C)(C)(C(C)(C)C)O[C@H]1[C@@H](O[C@@H]([C@H]1O[Si](C)(C)C(C)(C)C)CSCC=1C(=NSC1C)C1=CC=CC=C1)N1C=CC2=C1N=CN=C2N 7-((2R,3R,4R,5S)-3,4-bis((tert-Butyldimethylsilyl)oxy)-5-((((5-methyl-3-phenylisothiazol-4-yl)methyl)thio)methyl)tetrahydrofuran-2-yl)-7H-pyrrolo[2,3-d]pyrimidin-4-amine